C1NCC12CN(CC2)C(=O)OCC2=CC=CC=C2 2,6-diazaspiro[3.4]octane-6-carboxylic acid, phenylmethyl ester